3-(4-((5-chloro-2,2-dimethyl-2,3-dihydrobenzofuran-7-yl)methoxy)-2,3-dimethylphenyl)-N-(pyridin-4-yl)propenamide ClC=1C=C(C2=C(CC(O2)(C)C)C1)COC1=C(C(=C(C=C1)C=CC(=O)NC1=CC=NC=C1)C)C